CN1C=CC2=CC(=CC=C12)CN(S(=O)(=O)C=1C=CC2=C(C=CO2)C1)C#CC=1C(=C(C(=O)[O-])C=CC1)N1C=CC=C1.[Li+] Lithium 3-((N-((1-methyl-1H-indol-5-yl)methyl)benzofuran-5-sulfonamido)ethynyl)-2-(1H-pyrrol-1-yl)benzoate